COC(CN1N=C2N(C(N(CC2=C1)C1CCN(CC1)C1=C(C=CC=C1C)F)=O)CC1=C(C=CC=C1)C(F)(F)F)=O [5-[1-(2-fluoro-6-methyl-phenyl)-piperidin-4-yl]-6-oxo-7-(2-trifluoromethyl-benzyl)-4,5,6,7-tetrahydro-pyrazolo[3,4-d]pyrimidin-2-yl]-acetic acid methyl ester